7-chloro-5,5-dimethylpyrrolo[1,2-b]isoquinolin-10(5H)-one ClC=1C=CC=2C(C=3N(C(C2C1)(C)C)C=CC3)=O